2,2-bis(3,5-dichlorophenyl)-propane ClC=1C=C(C=C(C1)Cl)C(C)(C)C1=CC(=CC(=C1)Cl)Cl